5-{[5-(2-fluoroethoxy)pyridin-2-yl]methoxy}-2-(1-methyl-6-oxo-1,6-dihydropyridazin-3-yl)-2,3-dihydro-1H-isoindol-1-one FCCOC=1C=CC(=NC1)COC=1C=C2CN(C(C2=CC1)=O)C1=NN(C(C=C1)=O)C